N[C@@H]1C2=CC=CC=C2CC12CCN(CC2)C=2N=CC(=NC2CO)C#CCCC(=O)C2=CC=CC=C2 (S)-5-(5-(1-amino-1,3-dihydro-spiro[inden-2,4'-piperidin]-1'-yl)-6-(hydroxymethyl)pyrazin-2-yl)-1-phenylpent-4-yn-1-one